tert-Butyl (5-((2-(2,5-dioxo-2,5-dihydro-1H-pyrrol-1-yl)ethyl)(methyl)amino)pentyl)carbamate O=C1N(C(C=C1)=O)CCN(CCCCCNC(OC(C)(C)C)=O)C